C(C1=CC=CC=C1)(=O)N1C(SC(C1=O)=CC1=CC=C(C=C1)N(C)C)=NC1=CC=C(C(=O)O)C=C1 4-((3-benzoyl-5-(4-(dimethylamino)benzylidene)-4-oxothiazolidin-2-ylidene)amino)benzoic acid